FC=1C=C(C=C(C1)F)SC=1C=C2C=NNC2=CC1 5-((3,5-difluorophenyl)thio)-1H-indazole